2-(3,3-dimethyl-2-oxo-butyl)isoindoline-1,3-dione CC(C(CN1C(C2=CC=CC=C2C1=O)=O)=O)(C)C